C(C1=CC=CC=C1)NC1=C(C(=O)O)C=CC(=C1)OC 2-(Benzylamino)-4-methoxybenzoic Acid